O-allylhydroxylamine hydrochloride C=CCON.Cl